7,8-dihydro-5H-spiro[quinazoline-6,2'-[1,3]dioxolane]-2,4-diol O1C2(OCC1)CC=1C(=NC(=NC1CC2)O)O